C(C)(C)(C)OC(NCCCC(N1CCN(CC1)C1=NC=C(C=N1)C(F)(F)F)=O)=O (4-oxo-4-(4-(5-(trifluoromethyl)pyrimidin-2-yl)piperazin-1-yl)butyl)carbamic acid tert-butyl ester